3-Amino-6-bromobenzo[e][1,2,4]triazine-1-oxide NC=1N=[N+](C2=C(N1)C=C(C=C2)Br)[O-]